CO[Si]1(N(CCC1)CCCC)C 2-methoxy-2-methyl-N-butyl-1-aza-2-silacyclopentane